2-vinylisoindoline-1,3-dione C(=C)N1C(C2=CC=CC=C2C1=O)=O